N-(5-{[(3S)-1-(5-acetamido-1,3,4-thiadiazol-2-yl)pyrrolidin-3-yl]amino}-1,3,4-thiadiazol-2-yl)acetamide C(C)(=O)NC1=NN=C(S1)N1C[C@H](CC1)NC1=NN=C(S1)NC(C)=O